7-(benzofuran-5-yloxy)-2-carboxy-1,2,3,4-tetrahydronaphthalene O1C=CC2=C1C=CC(=C2)OC2=CC=C1CCC(CC1=C2)C(=O)O